CC=1N=C2N(N=C(C=C2C)C=2N=C3N(C(C2)=O)C=C(S3)C=3CCNCC3)C1 7-(2,8-Dimethylimidazo[1,2-b]pyridazin-6-yl)-2-(1,2,3,6-tetrahydropyridin-4-yl)thiazolo[3,2-a]pyrimidin-5-on